tert-butyl N-[5-[5-amino-7-(dipropylcarbamoyl)-6H-thieno[3,2-b]azepin-2-yl]pentyl]carbamate NC=1CC(=CC2=C(N1)C=C(S2)CCCCCNC(OC(C)(C)C)=O)C(N(CCC)CCC)=O